S1C(=CC=C1)C\C=C(\C(F)(F)F)/C1=CC=CC=C1 (E)-1-(2-thienyl)-4,4,4-trifluoro-3-phenyl-2-butene